C(C)[C@H]1[C@H]([C@H]2[C@@H]3CC[C@H]([C@@H](CCC(=N)NO)C)[C@]3(C[C@@H]([C@@H]2[C@]2(CC[C@H](C[C@@H]12)OCOC)C)OCOC)C)OCOC 6α-Ethyl-3α,7α,11β-trimethoxymethyloxy-N-hydroxy-5β-cholan-24-amidine